3-[(3,4-difluorophenyl)sulfanyl]-N-hydroxypyridazine-4-carboximidamide FC=1C=C(C=CC1F)SC=1N=NC=CC1C(NO)=N